2-(4-isopropyl-5-(8-methoxy-[1,2,4]triazolo[1,5-a]pyridin-6-yl)-1H-pyrazol-3-yl)-5-((1S,4S)-5-((tetrahydro-2H-pyran-4-yl)methyl)-2,5-diazabicyclo[2.2.1]heptan-2-yl)thiazole C(C)(C)C=1C(=NNC1C=1C=C(C=2N(C1)N=CN2)OC)C=2SC(=CN2)N2[C@@H]1CN([C@H](C2)C1)CC1CCOCC1